5-bromo-6-methoxy-2-methyl-2H-pyrazolo[3,4-b]pyridine BrC1=CC=2C(N=C1OC)=NN(C2)C